tert-Butyl 4-(4-(3-(tert-butyl)-1,2,4-oxadiazol-5-yl)benzoyl)piperazine-1-carboxylate C(C)(C)(C)C1=NOC(=N1)C1=CC=C(C(=O)N2CCN(CC2)C(=O)OC(C)(C)C)C=C1